The molecule is the methyl ester of tribenuron. It has a role as a herbicide. It is a methoxy-1,3,5-triazine, a N-sulfonylurea and a methyl ester. It derives from a tribenuron. CC1=NC(=NC(=N1)OC)N(C)C(=O)NS(=O)(=O)C2=CC=CC=C2C(=O)OC